FC=1C=C(C=CC1F)NC(=O)C1=CC=CC=2C(COC21)NC(=O)NC N-(3,4-difluorophenyl)-3-(3-methylureido)-2,3-dihydrobenzofuran-7-carboxamide